6-{8-[(2-cyano-2-methylideneethyl)amino]-7-methoxynaphthalen-2-yl}-N-(1-methyl-1H-pyrazol-4-yl)pyridine-2-carboxamide C(#N)C(CNC=1C(=CC=C2C=CC(=CC12)C1=CC=CC(=N1)C(=O)NC=1C=NN(C1)C)OC)=C